4-[5-fluoro-3-(2-pyridyl)-1H-pyrrolo[3,2-b]pyridin-2-yl]pyridin-2-amine FC1=CC=C2C(=N1)C(=C(N2)C2=CC(=NC=C2)N)C2=NC=CC=C2